ClC=1C(=NC(=NC1)NC1=CC(=C(C=C1)N1CCC(CC1)N1CCN(CC1)C)Cl)C1=CNC2=CC=CC=C12 chloro-N-(3-chloro-4-(4-(4-methylpiperazin-1-yl)piperidin-1-yl)phenyl)-4-(1H-indol-3-yl)pyrimidin-2-amine